ClC(C(=O)C1=C(C=CC(=C1)F)F)(Cl)Cl 2,2,2-trichloro-(2',5'-difluorophenyl)ethanone